NC1=C2C(=NC=N1)N(N=C2C)C(C)C2=C(C(=C(C#N)C(=C2)Cl)C2CN(C2)C2CCOCC2)OCC 4-[1-(4-amino-3-methyl-1H-pyrazolo[3,4-d]pyrimidin-1-yl)ethyl]-6-chloro-3-ethoxy-2-[1-(tetrahydro-2H-pyran-4-yl)azetidin-3-yl]benzonitrile